(1-methyl-1H-imidazol-2-yl)methanone CN1C(=NC=C1)C=O